BrC1=C(C=C(C=C1)C(F)(F)F)OC 1-bromo-2-methoxy-4-(trifluoromethyl)benzene